C1=CC=CC=2C3=CC=CC=C3N(C12)C1=C(C(=CC(=C1N1C2=CC=CC=C2C=2C=CC=CC12)C#N)C1=NC(=NC(=N1)C1=CC=CC=C1)C1=CC=CC=C1)C1=CC=CC=C1 2,3-bis(9H-carbazol-9-yl)-6-(4,6-diphenyl-1,3,5-triazin-2-yl)-[1,1'-biphenyl]-4-carbonitrile